The molecule is a hopanoid that is hop-22(29)-ene substituted by hydroxy groups at positions 7 and 15 respectively. It has been isolated from Hypocrella species. It has a role as a fungal metabolite. It is a hopanoid, a pentacyclic triterpenoid and a diol. CC(=C)[C@H]1CC[C@]2([C@H]1C[C@@H]([C@@]3([C@@H]2CC[C@H]4[C@]3([C@H](C[C@@H]5[C@@]4(CCCC5(C)C)C)O)C)C)O)C